4-(2-(4-acrylamidophenyl)-4-amino-7-cyano-1-methyl-1H-pyrrolo[3,2-c]pyridin-3-yl)-N-(2,2-difluoroethyl)-2-methoxybenzamide C(C=C)(=O)NC1=CC=C(C=C1)C1=C(C=2C(=NC=C(C2N1C)C#N)N)C1=CC(=C(C(=O)NCC(F)F)C=C1)OC